C1(CC1)C=1N=CN(C1)C1=CC2=C(C=NNC2=O)S1 (4-cyclopropyl-1H-imidazole-1-yl)thieno[2,3-d]Pyridazin-4(5H)-one